benzyloxylacetone C(C1=CC=CC=C1)OCC(C)=O